N-octadecyl-2-phenyl-3-(4-hydroxybenzyloxy)-quinolin-4-one C(CCCCCCCCCCCCCCCCC)N1C(=C(C(C2=CC=CC=C12)=O)OCC1=CC=C(C=C1)O)C1=CC=CC=C1